(1-methoxyisoquinolin-5-yl)-N-(pyrazolo[1,5-a]pyridin-6-yl)-5-(trifluoromethyl)-1H-pyrazole-4-carboxamide COC1=NC=CC2=C(C=CC=C12)N1N=CC(=C1C(F)(F)F)C(=O)NC=1C=CC=2N(C1)N=CC2